inden-5-yl-1-[1-(trityl)imidazol-4-yl]ethanol C1C=CC2=CC(=CC=C12)C(C)(O)C=1N=CN(C1)C(C1=CC=CC=C1)(C1=CC=CC=C1)C1=CC=CC=C1